NC[C@@]1(OC2=C([C@@H]1O)C(=C(C=C2)Cl)C2=C(C(=O)N)C=CC(=C2F)OC(F)F)C2=NC(=CC=C2)OC ((2R,3S,4S)-2-(aminomethyl)-5-chloro-3-hydroxy-2-(6-methoxypyridin-2-yl)-2,3-dihydrobenzofuran-4-yl)-4-(difluoromethoxy)-3-fluorobenzamide